C(C)(=O)N1CC2(C1)CC(C2)C2=CC=C1CC(N(C1=C2)N)=O 6-{2-acetyl-2-azaspiro[3.3]heptan-6-yl}-1-amino-3H-indol-2-one